N-(5-Aminopyrimidin-2-yl)-2-{2'-ethyl-7'-oxo-6',7'-dihydro-5'H-spiro[cyclopropane-1,4'-thieno[2,3-c]pyridin]-6'-yl}acetamide NC=1C=NC(=NC1)NC(CN1C(C2=C(C3(C1)CC3)C=C(S2)CC)=O)=O